1,2-difluoro-4-iodo-benzene FC1=C(C=C(C=C1)I)F